N1C(C=CC=2CCC=CC12)=O (6H)-5H-quinolinone